4-(3-fluoro-5-methoxypyridin-4-yl)aniline FC=1C=NC=C(C1C1=CC=C(N)C=C1)OC